methyl(2-methyl-6-(5-(trifluoromethyl)-1,2,4-oxadiazol-3-yl)imidazo[1,2-a]pyridin-3-yl)((4-(trifluoromethoxy)phenyl)imino)-λ6-sulfanone CS(=O)(=NC1=CC=C(C=C1)OC(F)(F)F)C1=C(N=C2N1C=C(C=C2)C2=NOC(=N2)C(F)(F)F)C